15,18,21,24-tetraaza-octatriacontane CCCCCCCCCCCCCCNCCNCCNCCNCCCCCCCCCCCCCC